trans-diallyl maleate C(\C=C\C(=O)OCC=C)(=O)OCC=C